ClC=1C=C(C=CC1O)B(O)O 3-chloro-4-hydroxyphenylboronic acid